C(C)OC(=O)C=1C(=C(NC1)C1=CC=C(C=C1)C(F)(F)F)C1=C(C=CC=C1)OC(F)(F)F (2-(trifluoromethoxy)phenyl)-2-(4-(trifluoromethyl)phenyl)Azole-4-carboxylic acid ethyl ester